ClC=1C(=CC=C2C=CC(=NC12)NC1CCC(CC1)CNC1=NC=C(C=N1)C(C(=O)NC1COC1)C#N)C 2-(2-((((1r,4r)-4-((8-chloro-7-methylquinolin-2-yl)amino)cyclohexyl)methyl)amino)pyrimidin-5-yl)-2-cyano-N-(oxetan-3-yl)acetamide